ethyl (2,2-difluoroethyl) carbonate C(OCC)(OCC(F)F)=O